CC=1N=CSC1CCO 2-(4-methylthiazol-5-yl)ethanol